4-(5-(4-methylquinazolin-2-yl)pyrimidin-2-yl)morpholine CC1=NC(=NC2=CC=CC=C12)C=1C=NC(=NC1)N1CCOCC1